ClC1=CC=C(C=C1)NC(=O)C1CN(CC12CCC(CC2)C2=CC=NC1=CC=C(C=C21)F)C N-(4-chlorophenyl)-8-(6-fluoroquinolin-4-yl)-2-methyl-2-azaspiro[4.5]decane-4-carboxamide